ethyl 2-((2-((3,4-dimethoxybenzyl)amino)-2-oxoethyl)thio)-1H-imidazole-4-carboxylate COC=1C=C(CNC(CSC=2NC=C(N2)C(=O)OCC)=O)C=CC1OC